OC1=CC(=CC=2C(=C(C3=CC(=CC=C3C12)O)O)O)OC 4,7-dihydroxy-2-methoxy-9,10-dihydroxyphenanthrene